C(C)N(CC)S(F)(F)F diethylaminosulfur trifluorid